1-((3s,5s)-1-propenoyl-5-methylpyrrolidin-3-yl)-3-((1-cyclopropyl-6-fluoro-1H-benzo[d]imidazol-5-yl)ethynyl)-5-(methylamino)-1H-pyrazole-4-carboxamide C(C=C)(=O)N1C[C@H](C[C@@H]1C)N1N=C(C(=C1NC)C(=O)N)C#CC1=CC2=C(N(C=N2)C2CC2)C=C1F